N1=CC=C(C=C1)C1=CC=2C=NC=CC2S1 2-(pyridin-4-yl)thieno[3,2-c]pyridin